O1C=CC2=C1C=CC(=C2)C=2C=C(OC2)C(C(=O)O)CC=O (4-(benzofuran-5-yl)furan-2-yl)-4-oxobutanoic acid